C(#N)C=1C=C2C=C(NC2=CC1)C(=O)N(C)C1COCC=2NC(C=3C=C(C(=CC3C21)F)F)=O 5-cyano-N-(8,9-difluoro-6-oxo-1,4,5,6-tetrahydro-2H-pyrano[3,4-c]isoquinolin-1-yl)-N-methyl-1H-indole-2-carboxamide